methyl-(4-piperidinylmethyl-aniline) CNC1=CC=C(C=C1)CN1CCCCC1